C(C1=CC=CC=C1)ON1C(C2(C1)N(C(CC2)C(=O)O)C(=O)OC(C)(C)C)=O 2-(benzyloxy)-5-(tert-butoxycarbonyl)-1-oxo-2,5-diazaspiro[3.4]octane-6-carboxylic Acid